CC1=CC=CC=2C3=C(OC21)C(=C(C(=C3C3=NN=NC(=C3C3=CC=CC=C3)C3=CC=CC=C3)C3=CC=CC=C3)C3=CC=CC=2C1=CC=CC=C1CC32)C dimethylfluorenyl-(phenyl)[di(phenyl)triazinyl]dibenzofuran